ClC1=C(OC2CCN(C3CC23)C(=O)OCC2=CC=CC=C2)C=CC=C1 Racemic-benzyl 5-(2-chlorophenoxy)-2-azabicyclo[4.1.0]heptane-2-carboxylate